(S)-1-(4-(((8-chloro-3-cyano-4-(neopentylamino)quinolin-6-yl)amino)(6-fluoro-2-methylpyridin-3-yl)methyl)-1H-1,2,3-triazol-1-yl)-3,3-difluorocyclobutane-1-carboxylic acid ClC=1C=C(C=C2C(=C(C=NC12)C#N)NCC(C)(C)C)N[C@H](C=1N=NN(C1)C1(CC(C1)(F)F)C(=O)O)C=1C(=NC(=CC1)F)C